7-benzyl-4-(4-(tert-butyloxycarbonyl)-piperazin-1-yl)-1-(2-isopropylphenyl)-2-oxo-1,2-dihydropyrido[3,4-d]Pyrimidine C(C1=CC=CC=C1)N1C=C2N(C(NC(=C2C=C1)N1CCN(CC1)C(=O)OC(C)(C)C)=O)C1=C(C=CC=C1)C(C)C